cis-N1-(5-(1-isopropyl-2-methyl-1H-imidazo[4,5-b]pyridin-6-yl)pyrrolo[2,1-f][1,2,4]triazin-2-yl)cyclohexane-1,4-diamine C(C)(C)N1C(=NC2=NC=C(C=C21)C=2C=CN1N=C(N=CC12)N[C@@H]1CC[C@@H](CC1)N)C